cis-Ethyl-8-((3-(difluoromethyl)-4-fluorophenyl)carbamoyl)-7-methyl-3a,4,10,10a-tetrahydro-1H,7H-dipyrrolo[3,4-b:3',4'-f][1,4,5]oxathiazocin-2(3H)-carboxylat-5,5-dioxid C(C)C1N(CC2NS(C=3C(OCC21)=C(N(C3)C)C(NC3=CC(=C(C=C3)F)C(F)F)=O)(=O)=O)C(=O)[O-]